C(C1=CC=CC=C1)OC=1C(=C(C=C(C1F)C(F)(F)F)C1=NN(C2=NC(=NC=C21)N(CC2NCCCC2)C)C)F 3-(3-(Benzyloxy)-2,4-difluoro-5-(trifluoromethyl)phenyl)-N,1-dimethyl-N-(piperidin-2-ylmethyl)-1H-pyrazolo[3,4-d]pyrimidin-6-amine